C(C)(C)(C)C1=CC=CC(=N1)C=1C=C(C#N)C=CC1C(=O)N1CCC(CC1)(F)F 3-(6-tert-butyl-2-pyridyl)-4-(4,4-difluoropiperidine-1-carbonyl)benzonitrile